diethyl-2,4-toluenediamine C(C)C(C=1C(=CC(=CC1)N)N)CC